methyl-(5RS)-3-oxo-2,3,5,6,7,8-hexahydro[1,2,4]triazolo[4,3-a]pyridine-5-carboxylate COC(=O)[C@H]1CCCC=2N1C(NN2)=O |r|